2-morpholinothiazolo[4,5-b]pyridin O1CCN(CC1)C=1SC=2C(=NC=CC2)N1